CC1=NC2=C(C=C(C=C2NC1=O)C(=O)OC)OC(F)(F)F methyl 2-methyl-3-oxo-8-(trifluoromethoxy)-3,4-dihydroquinoxaline-6-carboxylate